5-chloro-2-{[(1S,4S)-2-oxa-5-azabicyclo[2.2.1]heptan-5-yl]methyl}-7,8-dihydro-6H-spiro[[1,3]oxazolo[5,4-f]quinazoline-9,1'-cyclohexan]-7-one ClC=1C=C2C(=C3C1NC(NC31CCCCC1)=O)OC(=N2)CN2[C@@H]1CO[C@H](C2)C1